7-[(3S,4R)-3-fluoro-2,2,6,6-tetramethylpiperidin-4-yl]-7H-pyrrolo[2,3-c]pyridazin F[C@@H]1C(NC(C[C@H]1N1C=CC2=C1N=NC=C2)(C)C)(C)C